N1=NN(C2=NC=CC=C21)C2=CC(=C(C(=O)N([C@H]1CNCCC1)C1=NC=CC3=CC(=CC=C13)C1=CC=NN1C(C)C)C=C2)F (R)-4-(3H-[1,2,3]triazolo[4,5-b]pyridin-3-yl)-2-fluoro-N-(6-(1-isopropyl-1H-pyrazol-5-yl)isoquinolin-1-yl)-N-(piperidin-3-yl)benzamide